N1(CCNCC1)S(=O)(=O)N piperazin-1-sulfonamid